CC1=C(C(=O)NC2CS(C2)=O)C=CC=C1 2-methyl-N-(1-oxothietan-3-yl)benzamide